C(C)N(C(C1=C(C=CC(=C1)F)N1C=C(C=2N=CN=CC21)C2CCN(CC2)C(C(C)C)CCCN(C)CCOC)=O)C(C)C N-ethyl-5-fluoro-N-isopropyl-2-(7-(1-(6-((2-methoxyethyl)(methyl)amino)-2-methylhexan-3-yl)piperidin-4-yl)-5H-pyrrolo[3,2-d]pyrimidin-5-yl)benzamide